CN(C)CC1=C(C=CC(=N1)NC=1C2=C(C(=NC1)C1=C3C(=NC=C1)N(C=C3)C)CNC2=O)O[C@@H]2COCC2 (S)-7-((6-((dimethylamino)-methyl)-5-((tetrahydrofuran-3-yl)oxy)pyridin-2-yl)amino)-4-(1-methyl-1H-pyrrolo[2,3-b]pyridin-4-yl)-2,3-dihydro-1H-pyrrolo[3,4-c]pyridin-1-one